C(C)(C)(C)OC(=O)N[C@H](C(=O)O)CCC1CCCC1 (S)-2-((tert-Butoxycarbonyl)amino)-4-cyclopentylbutanoic acid